C(C)N1N=CC=C1C(=O)NC(C(=O)NC1=NC=CC(=C1)[C@@H](COC)N1C(N[C@@H](C1)C(F)(F)F)=O)C1CCC(CC1)(C)F 1-ethyl-N-(1-(4-fluoro-4-methylcyclohexyl)-2-((4-((S)-2-methoxy-1-((S)-2-oxo-4-(trifluoromethyl)imidazolidin-1-yl)ethyl)pyridin-2-yl)amino)-2-oxoethyl)-1H-pyrazole-5-carboxamide